C(C)(=O)N1CC(CC1)C=1C(N(C2=CN=C3C(=C2C1)C(=C(N3)C3=CC=C(C=C3)CN3CCC(CC3)S(=O)(=O)C)C3=CC=CC=C3)C)=O 8-(1-acetylpyrrolidin-3-yl)-6-methyl-2-(4-((4-(methylsulfonyl)piperidin-1-yl)methyl)phenyl)-1-phenyl-3,6-dihydro-7H-pyrrolo[3,2-f][1,7]naphthyridin-7-one